N[C@@H](CO)C(=O)[O-].[Na+] sodium serine salt